C(C1=CC=CC=C1)N1C(CN(CC1)C(=O)OC(C)(C)C)COC1=NC(=NC(=C1)C1=C(C=CC=C1C)C)NS(=O)(=O)C=1C=C(C(=O)O)C=CC1 3-[[4-[(1-benzyl-4-tert-butoxycarbonyl-piperazin-2-yl)methoxy]-6-(2,6-dimethylphenyl)pyrimidin-2-yl]sulfamoyl]benzoic acid